C(C)(C)(C)OC(CC1=C(C=C(C=C1C(C)C)OC(F)F)C1=CC(=NC=C1)OCC(C)(C)N1N=CC(=C1)S(N(CC1=CC=C(C=C1)OC)CC1=CC=C(C=C1)OC)(=O)=O)=O 2-(2-(2-(2-(4-(N,N-bis(4-methoxybenzyl)sulfamoyl)-1H-pyrazol-1-yl)-2-methylpropoxy)pyridin-4-yl)-4-(difluoromethoxy)-6-isopropylphenyl)-acetic acid tert-butyl ester